COC(=O)C1=C(C=2N(C=C1)C(=NN2)C2=C(C(=CC=C2F)F)F)Cl 8-chloro-3-[2,3,6-tris(fluoro)phenyl]-[1,2,4]triazolo[4,3-a]pyridine-7-carboxylic acid methyl ester